C(CC)OCOCCCC(C)[Mg]I 4-propyloxymethoxy-1-methylbutylmagnesium iodide